C1(CC1)C=1C=C(C(N(C1)C1CC2(COC2)C1)=O)N=C=S 5-cyclopropyl-3-isothiocyanato-1-(2-oxaspiro[3.3]heptan-6-yl)pyridin-2(1H)-one